P(=O)(O)(O)CCCN1CCC=2C1=CC=1OC3=CC=4C(=CC3=NC1C2)CC[N+]4CCCC(=O)[O-] 4-(1-(3-phosphonopropyl)-2,3,7,8-tetrahydro-1H-dipyrrolo[3,2-b:2',3'-i]phenoxazin-9-ium-9-yl)butanoate